Tert-butyl (3S)-3-pyrimidin-5-ylisoxazolidine-2-carboxylate N1=CN=CC(=C1)[C@H]1N(OCC1)C(=O)OC(C)(C)C